C(C)OC(=O)C1=C(C=2N(N=C1)C(=C(C2)C)Br)N(C)C.COC2=CCC1CCCC(C1=C2)=O 7-methoxytetrahydronaphthalene-1-one ethyl-7-bromo-4-(dimethylamino)-6-methylpyrrolo[1,2-b]pyridazine-3-carboxylate